2-(2-(cyclopropanesulfonamido)thiazol-4-yl)-N-(4-(5-(difluoromethoxy)pyridin-3-yl)phenyl)-2-methylpropanamide C1(CC1)S(=O)(=O)NC=1SC=C(N1)C(C(=O)NC1=CC=C(C=C1)C=1C=NC=C(C1)OC(F)F)(C)C